C(C1=CC=CC=C1)N1C([C@H](CC2=CC(=C(C=C12)F)NC(=O)NC(C)(C)C)C)=O 1-[(3S)-1-benzyl-7-fluoro-3-methyl-2-oxo-3,4-dihydroquinolin-6-yl]-3-tert-butylurea